(S)-1-(2-((4-(2-chloro-4-fluorophenyl)-1-oxo-1,2-dihydroisoquinolin-7-yl)oxy)propanoyl)piperidine-4-carboxylic acid ClC1=C(C=CC(=C1)F)C1=CNC(C2=CC(=CC=C12)O[C@H](C(=O)N1CCC(CC1)C(=O)O)C)=O